ClC=1C=NC=CC1C(=O)C1=NN(C=C1)CC(F)(F)F (3-chloropyridin-4-yl)(1-(2,2,2-trifluoroethyl)-1H-pyrazol-3-yl)methanone